6-bromo-5-methoxy-2-methyl-[1,2,4]triazolo[1,5-a]pyrimidine BrC=1C(=NC=2N(C1)N=C(N2)C)OC